hexadecane-7,7-diol CCCCCCC(CCCCCCCCC)(O)O